3-amino-6-(4-fluoro-phenyl)-5-trifluoromethyl-pyridine-2-carboxylic acid (3,3,3-trifluoro-2-hydroxy-2-methyl-propyl)-amide FC(C(CNC(=O)C1=NC(=C(C=C1N)C(F)(F)F)C1=CC=C(C=C1)F)(C)O)(F)F